5-(benzyloxycarbonylamino)-3-oxopentanoic acid methyl ester COC(CC(CCNC(=O)OCC1=CC=CC=C1)=O)=O